BrC=1C(=CC(=C(C=O)C1)OC)CCCC 5-bromo-4-butyl-2-methoxybenzaldehyde